C(#N)/C(/C(=O)O)=C\C(C)(C)C (E)-2-cyano-4,4-dimethylpent-2-enoic acid